(S)-9-(2-chloro-4-methoxybenzoyl)-2-(methoxymethyl)-2-methyl-1,2,4,7-tetrahydro-3H-pyrrolo[3',2':5,6]pyrido[3,4-b]pyrazin-3-one ClC1=C(C(=O)C2=CNC3=C2C2=C(NC([C@](N2)(C)COC)=O)C=N3)C=CC(=C1)OC